NC1=CC(=NC=C1C(=O)O)OC(F)F 4-amino-6-(difluoromethoxy)nicotinic acid